2,6-difluoro-4-(2-phenylethynyl-phenyl)benzenesulfonamide FC1=C(C(=CC(=C1)C1=C(C=CC=C1)C#CC1=CC=CC=C1)F)S(=O)(=O)N